COC=1C=C2CCN3C(C2=CC1C=1OC=CN1)=C(C=C3C(=O)N3[C@](CCC3)(C#N)C)C=3SC=CC3 (2R)-1-[8-methoxy-9-oxazol-2-yl-1-(2-thienyl)-5,6-dihydropyrrolo[2,1-a]isoquinoline-3-carbonyl]-2-methyl-pyrrolidine-2-carbonitrile